3-[6-(2,8-diazaspiro[3.5]nonan-2-yl)pyrimidin-4-yl]-6-(difluoromethyl)imidazo[1,2-b]pyridazine C1N(CC12CCCNC2)C2=CC(=NC=N2)C2=CN=C1N2N=C(C=C1)C(F)F